4-(2,2-difluoroethoxy)cyclohexane-1-amine FC(COC1CCC(CC1)N)F